BrC=1C=C(C(=NC1)C(CC(=O)OC(CC1=CC=CC=C1)(C)C)=O)SCC 2-methyl-1-phenylpropan-2-yl 3-[5-bromo-3-(ethylsulfanyl) pyridin-2-yl]-3-oxopropanoate